[Si](C)(C)(C(C)(C)C)OC1=CC2=C(N=C(S2)\C=C\C2=CC3=CN(N=C3C=C2)CCOCCF)C=C1 (E)-6-((tert-Butyldimethylsilyl)oxy)-2-(2-(2-(2-(2-fluoroethoxy)ethyl)-2H-indazol-5-yl)vinyl)benzo[d]thiazole